(S)-1-(4-((((7-(1-Benzylpiperidin-3-yl)-2-chloropyrazolo[1,5-a]pyrimidin-3-yl)methyl)amino)methyl)piperidin-1-yl)ethan-1-one C(C1=CC=CC=C1)N1C[C@H](CCC1)C1=CC=NC=2N1N=C(C2CNCC2CCN(CC2)C(C)=O)Cl